tert-butyl 1-(6-chloro-4-methyl-pyridazin-3-yl)-3,3a,4,5,7,7a-hexahydro-2H-pyrrolo[2,3-c]pyridine-6-carboxylate ClC1=CC(=C(N=N1)N1CCC2C1CN(CC2)C(=O)OC(C)(C)C)C